C1(CC1)C(=O)N1N(CC(C(C1=O)=C(SC)NC1=CC=C(C=C1)F)=O)C=1C=CC(=NC1)C#N (4EZ)-5-(2-(cyclopropanecarbonyl)-4-(((4-fluorophenyl)amino)(methylthio)methylene)-3,5-dioxotetrahydropyridazin-1(2H)-yl)picolinonitrile